3-{2-methyl-4-[tricyclo[3.3.1.13,7]dec-1-ylmethoxy]phenyl}-6-[8-(1,3-benzothiazol-2-ylcarbamoyl)-3,4-dihydroisoquinolin-2(1H)-yl]pyridine-2-carboxylic acid tert-butyl ester C(C)(C)(C)OC(=O)C1=NC(=CC=C1C1=C(C=C(C=C1)OCC12CC3CC(CC(C1)C3)C2)C)N2CC3=C(C=CC=C3CC2)C(NC=2SC3=C(N2)C=CC=C3)=O